((1R)-3-methyl-1-(3-(3-(pyridin-2-ylmethoxy)phenyl)-4,5-dihydroisoxazole-5-carboxamido)butyl)boron CC(C[C@H](NC(=O)C1CC(=NO1)C1=CC(=CC=C1)OCC1=NC=CC=C1)[B])C